2-(3-(2,2-dimethyl-1,3-dioxan-5-yl)propoxy)ethan-1-amine CC1(OCC(CO1)CCCOCCN)C